N-(4-(6-chloro-3-iodo-1H-pyrazolo[4,3-c]pyridin-1-yl)-3-methoxyphenyl)methanesulfonamide ClC1=CC2=C(C=N1)C(=NN2C2=C(C=C(C=C2)NS(=O)(=O)C)OC)I